(S)-7-((1-fluoropropan-2-yl)oxy)-2-(1-methyl-2-oxabicyclo[2.1.1]hexan-4-yl)imidazo[1,2-a]pyridine-6-carboxylic acid FC[C@H](C)OC1=CC=2N(C=C1C(=O)O)C=C(N2)C21COC(C2)(C1)C